ClC1=CC(=NC(=N1)N(C)C1C[C@H]2CCC[C@@H](C1)N2S(=O)(=O)CC)NC2=NNC(=C2)C 6-chloro-N2-((1R,3s,5S)-9-(ethylsulfonyl)-9-azabicyclo[3.3.1]nonan-3-yl)-N2-methyl-N4-(5-methyl-1H-pyrazol-3-yl)pyrimidine-2,4-diamine